(S)-2-(3-((6-(piperazin-1-ylsulfonyl)pyridazin-3-yl)carbamoyl)morpholino)acetic acid N1(CCNCC1)S(=O)(=O)C1=CC=C(N=N1)NC(=O)[C@@H]1COCCN1CC(=O)O